OCC1CCC(CC1)C=1OC2=C(N1)C=C(C(=C2)NC(=O)C2=NC=CN=C2)OC N-(2-((1r,4r)-4-(hydroxymethyl)cyclohexyl)-5-methoxybenzo[d]oxazol-6-yl)pyrazine-2-carboxamide